(E)-N'-(3-methoxybenzylidene)-4-hydroxy-3-methylbenzofuran-2-carbohydrazide COC=1C=C(\C=N\NC(=O)C=2OC3=C(C2C)C(=CC=C3)O)C=CC1